C(C)(=O)C1=CC=C(C=C1)N1C(C2(CC2)C(N1C1=CC=C(C=C1)C(C)=O)=O)=O 5,6-bis(4-acetylphenyl)-5,6-diazaspiro[2.4]heptane-4,7-dione